COC(C(=O)O)C1=CC(=CC(=C1)OC(F)(F)F)OC 2-methoxy-2-[3-methoxy-5-(trifluoromethoxy)phenyl]Acetic acid